(1S,3S,4S)-N-((R)-1-cyano-2-((S)-2-oxopiperidin-3-yl)ethyl)-2-((2,5-difluorophenyl)-D-alanyl)-5,5-difluoro-2-azabicyclo[2.2.2]octane-3-carboxamide C(#N)[C@@H](C[C@H]1C(NCCC1)=O)NC(=O)[C@H]1N([C@@H]2CC([C@H]1CC2)(F)F)C([C@H](NC2=C(C=CC(=C2)F)F)C)=O